tert-butyl-(3S,4S)-4-((4-(3-(2,6-dioxopiperidin-3-yl)-1-methyl-1H-indazol-6-yl)piperazin-1-yl)methyl)-3-fluoropiperidine-1-carboxylate C(C)(C)(C)OC(=O)N1C[C@H]([C@@H](CC1)CN1CCN(CC1)C1=CC=C2C(=NN(C2=C1)C)C1C(NC(CC1)=O)=O)F